NC1=C(SC2=NC(=CC(=C21)C)C)C(=O)N[C@@H]2CC=1C=CC(=NC1CC2)N2CC1CCC(C2)N1 3-Amino-N-[(6S)-2-{3,8-diazabicyclo[3.2.1]oct-3-yl}-5,6,7,8-tetrahydroquinolin-6-yl]-4,6-dimethylthieno[2,3-b]pyridine-2-carboxamide